OC(C)(C)C=1C=C(CN2N=CC3=C(C2=O)N(C2=C3SC(=N2)S(=O)C)C)C=CC1 6-(3-(2-hydroxy-prop-2-yl)benzyl)-4-methyl-2-(methylsulfinyl)-4H-thiazolo[5',4':4,5]pyrrolo[2,3-d]pyridazin-5(6H)-one